C12OCC(N(C1)C1=CC=C(C=C1)NC1=NC=C(C(=N1)N1C[C@@H](CC1)O)C(F)(F)F)C2 (3R)-1-{2-[(4-{2-oxa-5-azabicyclo[2.2.1]heptan-5-yl}phenyl)amino]-5-(trifluoromethyl)pyrimidin-4-yl}pyrrolidin-3-ol